C(C)N(C1=CC=C(C(C2=CC=C(C=C2)N(CC)CC)(O)C2=CC=CC(=C2)O)C=C1)CC 4-[4,4'-bis-diethylamino-α-hydroxy-benzhydryl]-6-hydroxy-benzol